O1CC(C1)N1CCC(CC1)CC1CSC=2C=C(C=C3C=NC(N1C23)=O)C(F)(F)F 3-((1-(oxetan-3-yl)piperidin-4-yl)methyl)-9-(trifluoromethyl)-2H-[1,4]thiazino[2,3,4-ij]quinazolin-5(3H)-one